C(C)(C)C1=CC=C(C=C1)CCC1=CC=C(C=C1)C(C)C 1,2-bis(4-isopropylphenyl)ethane